4-(5-Chloro-2-(4-chloro-1H-1,2,3-triazol-1-yl)phenyl)pyridin-2(1H)-one ClC=1C=CC(=C(C1)C1=CC(NC=C1)=O)N1N=NC(=C1)Cl